ClC=1C2=C(N=CN1)N(C=C2)[C@@H]2C=C([C@H]1OC(O[C@H]12)(C)C)C(=C)C 4-Chloro-7-((3aS,4R,6aR)-2,2-dimethyl-6-(prop-1-en-2-yl)-3a,6a-dihydro-4H-cyclopenta[d][1,3]dioxol-4-yl)-7H-pyrrolo[2,3-d]pyrimidine